CC1(CC(C1)(C1=NN=CN1C)C1=CC(=CC=C1)Br)O methyl-(1r,3r)-3-(3-bromophenyl)-3-(4-methyl-4H-1,2,4-triazol-3-yl)cyclobutanol